phenanthrene-9-yl-boric acid C1=CC=CC=2C3=CC=CC=C3C(=CC12)OB(O)O